(R)-7-((R)-2-methylpiperazin-1-yl)-chroman C[C@H]1N(CCNC1)C1=CC=C2CCCOC2=C1